ClC1=CC=C(C=C1)C1=CC2=C(N=CN(C2=O)CC(C)(C)O)C(=N1)C=1C=NN(C1)C 6-(4-chlorophenyl)-3-(2-hydroxy-2-methylpropyl)-8-(1-methyl-1H-pyrazol-4-yl)pyrido[3,4-d]pyrimidin-4(3H)-one